COC([C@@H](CC)NC([C@H]([C@@H](C)O)NC(=O)OCC1=CC=CC=C1)=O)=O (R)-2-((2S,3R)-2-(((benzyloxy)carbonyl)amino)-3-hydroxybutyrylamino)butanoic acid methyl ester